O1[C@H](COC2=C1C=CC=C2)CN2C[C@H](CCC2)C=2C=C(C=CC2)N |o1:13| 3-{(R*)-1-[(S)-1-(2,3-dihydro-benzo[1,4]dioxin-2-yl)methyl]-piperidin-3-yl}-phenylamine